NC1=NC(=C(C=2C1=NN(N2)CC2=NC(=CC=C2)C)Br)C=2C=C(C#N)C=CC2 3-(4-amino-7-bromo-2-((6-methylpyridin-2-yl)methyl)-2H-[1,2,3]triazolo[4,5-c]pyridin-6-yl)benzonitrile